2-((3aR,5s,6aS)-5-(2-fluorophenoxy)hexahydro-cyclopenta[c]pyrrol-2(1H)-yl)-1-(5-hydroxypyridin-2-yl)ethanone FC1=C(OC2C[C@@H]3[C@@H](CN(C3)CC(=O)C3=NC=C(C=C3)O)C2)C=CC=C1